C1(CC1)[C@H]([C@@H](O)C=1C=NC(=CC1)F)N1C(C2=CC(=CC=C2C1)C=1OC(=NN1)C(F)F)=O 2-[(1R,2S)-1-cyclopropyl-2-(6-fluoropyridin-3-yl)-2-hydroxyethyl]-6-[5-(difluoromethyl)-1,3,4-oxadiazol-2-yl]-2,3-dihydro-1H-isoindol-1-one